(R)-3-chloro-N-(2-chloro-4-(3-methylmorpholinyl)thieno[3,2-d]Pyrimidin-7-yl)propane-1-sulfonamide ClCCCS(=O)(=O)NC1=CSC2=C1N=C(N=C2N2[C@@H](COCC2)C)Cl